3-{2-[(3,5-dimethylphenyl)amino]pyrimidin-4-yl}-N-[(2R)-1-hydroxypropan-2-yl]-1-methyl-1H-pyrazole-5-carboxamide CC=1C=C(C=C(C1)C)NC1=NC=CC(=N1)C1=NN(C(=C1)C(=O)N[C@@H](CO)C)C